(2Z)-3-(3-methoxyphenyl)-2-methylpent-2-enoate COC=1C=C(C=CC1)\C(=C(/C(=O)[O-])\C)\CC